C(C)(C)(C)OC(=O)NC([C@H]([NH3+])C(=O)O)C1=CC=CC=C1 (S)-3-t-Butoxycarbonylamino-3-phenylalaninium